(S)-4-methoxy-2,3-dihydro-1H-inden-1-amine COC1=C2CC[C@@H](C2=CC=C1)N